bis(1,3-bis(nonyloxy) propan-2-yl) 4-mercaptopimelate SC(CCC(=O)OC(COCCCCCCCCC)COCCCCCCCCC)CCC(=O)OC(COCCCCCCCCC)COCCCCCCCCC